(+)-8-((1S,2S)-2-hydroxy-2-methylcyclopentyl)-6-(difluoromethyl-d)-2-((1-((methyl-d3)sulfonyl)piperidin-4-yl-3,3,5,5-d4)-amino)pyrido[2,3-d]pyrimidin-7(8H)-one O[C@@]1([C@H](CCC1)N1C(C(=CC2=C1N=C(N=C2)NC2C(CN(CC2([2H])[2H])S(=O)(=O)C([2H])([2H])[2H])([2H])[2H])C([2H])(F)F)=O)C